racemic-7-(2-methyloxetan-3-yl)-2-(methylthio)-7H-pyrrolo[2,3-d]pyrimidine-6-carboxylic acid CC1OCC1N1C(=CC2=C1N=C(N=C2)SC)C(=O)O